4-hexyloxy-4-biphenyl-Carbonitrile C(CCCCC)OC1(CC=C(C=C1)C1=CC=CC=C1)C#N